OC1=C(C=CC=C1)C(CC(CCC1=C(C=CC=C1)O)C)C1=C(C=CC=C1)O 1,1,5-tris-(hydroxyphenyl)-3-methyl-pentane